4-(Piperazin-1-yl)-N-(quinolin-8-yl)benzamide hydrochloride Cl.N1(CCNCC1)C1=CC=C(C(=O)NC=2C=CC=C3C=CC=NC23)C=C1